(S)-(9-amino-4-ethyl-8-fluoro-4-hydroxy-3,14-dioxo-3,4,12,14-tetrahydro-1H-pyrano[3',4':6,7]indolizino[1,2-b]quinolin-11-yl)methyl carbamate C(N)(OCC1=C2C(=NC=3C=C(C(=CC13)N)F)C1=CC3=C(C(N1C2)=O)COC([C@]3(O)CC)=O)=O